C(C)N(C(=O)N(CCC)CCC)C1=CC=CC=C1 N-ethylphenyl-N',N'-dipropylurea